The molecule is a 1,2-diacyl-sn-glycerol in which the acyl groups at positions 1 and 2 are specified as stearoyl and 8Z,11Z,14Z-icosa-8,11,14-trienoyl respectively. It has a role as a mouse metabolite. It derives from an octadecanoic acid and an all-cis-icosa-8,11,14-trienoic acid. CCCCCCCCCCCCCCCCCC(=O)OC[C@H](CO)OC(=O)CCCCCC/C=C\\C/C=C\\C/C=C\\CCCCC